4-[3-[2,6-Dichloro-4-(2-oxa-6-azaspiro[3.3]heptan-6-yl)benzoyl]-2,4-dihydro-1,3-benzoxazin-8-yl]-2-morpholin-4-ylbenzoic acid ClC1=C(C(=O)N2COC3=C(C2)C=CC=C3C3=CC(=C(C(=O)O)C=C3)N3CCOCC3)C(=CC(=C1)N1CC3(COC3)C1)Cl